BrC1=CC=2C(C3=CC(=CC=C3C2C=C1)C1=CC=CC=C1)(C)C 2-bromo-9,9-dimethyl-7-phenylfluorene